2,2'-(hydroxynitrosohydrazono)bis-(ethanamine) ON(N(CCN)CCN)N=O